C1(CC1)[C@@H](C)OC(=O)N1CC2(C1)CC(C2)OC2=CC(=C1C(=N2)C(=CS1)C(NC)=O)C(F)(F)F (R)-6-((3-(methylcarbamoyl)-7-(trifluoromethyl)thieno[3,2-b]pyridin-5-yl)oxy)-2-azaspiro[3.3]heptane-2-carboxylic acid 1-cyclopropylethyl ester